C(C)(C)(C)OC(=O)NCCCCN(CC1=NC=CC=C1C)C[C@@H]1N(CC2=CC=CC(=C2C1)N1CCN(CC1)C(=O)OC(C)(C)C)C(=O)OC(C)(C)C (R)-tert-butyl 3-(((4-((tert-butoxycarbonyl)amino)butyl)((3-methylpyridin-2-yl)methyl)amino)methyl)-5-(4-(tert-butoxycarbonyl)piperazin-1-yl)-3,4-dihydroisoquinoline-2(1H)-carboxylate